2-(3,4-dimethoxyphenyl)-9-methyl-7-[4-(propylamino)piperidin-1-yl]-4H-pyrido[1,2-a]pyrimidin-4-one COC=1C=C(C=CC1OC)C=1N=C2N(C(C1)=O)C=C(C=C2C)N2CCC(CC2)NCCC